3-((2,4,6-Trifluorophenoxy)cyclobutyl)-6-oxo-7-oxa-2,5-diazaspiro[3.4]octan-2-carboxylat FC1=C(OC2(CCC2)C2N(CC23NC(OC3)=O)C(=O)[O-])C(=CC(=C1)F)F